OC1=C(C=CC=C1)C(CCC1=CC=CC=C1)=O 2'-hydroxy-3-phenyl-propiophenone